CN(C)CC=1N=C(NC1)NC(=O)C=1C=2N=CC=NC2C=CC1 N-(4-((dimethylamino)methyl)-1H-imidazol-2-yl)quinoxaline-5-carboxamide